(S) or (R)-N'-((1,2,3,5,6,7-hexahydro-s-indacen-4-yl)carbamoyl)-5-(2-hydroxypropan-2-yl)-4-phenylthiophene-2-sulfonimidamide C1CCC2=C(C=3CCCC3C=C12)NC(=O)N=[S@@](=O)(N)C=1SC(=C(C1)C1=CC=CC=C1)C(C)(C)O |o1:16|